benzyl 3-(4-chlorobenzyl)-2-chloro-4-oxo-3,5,7,8-tetrahydropyrido[4,3-d]pyrimidine-6(4H)-carboxylate ClC1=CC=C(CN2C(=NC3=C(C2=O)CN(CC3)C(=O)OCC3=CC=CC=C3)Cl)C=C1